(bromoethynyl)triisopropyl-silane BrC#C[Si](C(C)C)(C(C)C)C(C)C